CO\N=C/1\C[C@H](N(C1)C(=O)C1=CC=C(C=C1)C1=C(C=CC=C1)C)CO (4Z,2S)-2-(hydroxymethyl)-1-[(2'-methyl-1,1'-biphenyl-4-yl-carbonyl)]pyrrolidine-4-one O-methyloxime